n-ethyl-1-(4-(9-(tetrahydro-2H-pyran-4-yl)pyrido[3,2-e][1,2,4]triazolo[4,3-a]pyrazin-2-yl)phenyl)piperidin-4-amine C(C)NC1CCN(CC1)C1=CC=C(C=C1)C=1C=CC=2N=CC=3N(C2N1)C(=NN3)C3CCOCC3